(2R,6R)-N-[2-(1-benzylpiperidin-4-yl)ethyl]-4-(5-methoxypyrazin-2-yl)-2,6-dimethylpiperazine-1-carboxamide C(C1=CC=CC=C1)N1CCC(CC1)CCNC(=O)N1[C@@H](CN(C[C@H]1C)C1=NC=C(N=C1)OC)C